C(#N)C=1C(=NC(=CC1C(F)(F)F)C)N1[C@@H]([C@@H](CC1)F)C(=O)N(C=1C=C(C=CC1)C)C (2R,3R)-1-[3-cyano-6-methyl-4-(trifluoromethyl)-2-pyridyl]-3-fluoro-N-methyl-N-(m-tolyl)pyrrolidine-2-carboxamide